O=C1N=CC=2CNC=CC2C1 oxo-3,4,7,8-tetrahydro-2,7-naphthyridin